N1=CC(=CC=C1)C1=NC2=C(C=CC=C2C=C1)C(=O)N (3-pyridyl)quinoline-8-carboxamide